CC=1N=C(N=NC1C1=C(C=C(C=C1)C(F)(F)F)O)S[C@H]1CNCCC1 (R)-2-(5-methyl-3-(piperidin-3-ylthio)-1,2,4-triazin-6-yl)-5-(trifluoromethyl)phenol